FC([C@@H](C1=C(C=CC=C1)OC)N[S@@](=O)C(C)(C)C)(S(=O)(=O)C1=CC=CC=C1)F (S)-N-((R)-2,2-difluoro-1-(2-methoxyphenyl)-2-(phenylsulfonyl)ethyl)-2-methylpropane-2-sulfinamide